allyl-4-methyl-1H-indazole C(C=C)N1N=CC2=C(C=CC=C12)C